BrC1=CC(=C(C(=O)N2COC3=C(C2)C=CC=C3C3=CC(=C(C(=O)OC)C=C3F)N3CCOCC3)C(=C1)Cl)Cl Methyl 4-[3-(4-bromo-2,6-dichlorobenzoyl)-2,4-dihydro-1,3-benzoxazin-8-yl]-5-fluoro-2-morpholin-4-ylbenzoate